2-(3-(5-(((S)-1-cyclopropylethyl)carbamoyl)-1-(3,3,3-trifluoro-2-hydroxypropyl)-1H-pyrazol-3-yl)phenyl)-N-(pentan-3-yl)oxazole-5-carboxamide C1(CC1)[C@H](C)NC(=O)C1=CC(=NN1CC(C(F)(F)F)O)C=1C=C(C=CC1)C=1OC(=CN1)C(=O)NC(CC)CC